FC=1C=C(C#N)C=C(C1)[C@H]1N(OCC1)C(=O)[C@@H]1CC[C@H](CC1)CI trans-3-fluoro-5-[(3S)-2-[4-(iodomethyl)cyclohexanecarbonyl]isoxazolidin-3-yl]benzonitrile